(toluenesulfonyloxyimino)-3-thienylacetonitrile C(C1=CC=CC=C1)S(=O)(=O)ON=C(C#N)C1=CSC=C1